NC=1C2=C(N=CN1)N1C(=C2C#CC2=C(C3=C(N(C(=N3)C(F)(F)F)C)C=C2F)OC)CN(C(C1)C)C(C=C)=O 1-(4-amino-5-((6-fluoro-4-methoxy-1-methyl-2-(trifluoromethyl)-1H-benzo[d]imidazol-5-yl)ethynyl)-8-methyl-8,9-dihydropyrazino[1',2':1,5]pyrrolo[2,3-d]pyrimidin-7(6H)-yl)prop-2-en-1-one